O[C@@]1(C(N(CC1)C)=O)C1=CC(=NO1)C1=NC(=CC=C1)C1=NC(=NC=C1)NC1=C(C=NN1)C (R)-3-Hydroxy-1-methyl-3-(3-(6-(2-((4-methyl-1H-pyrazol-5-yl)amino)pyrimidin-4-yl)pyridin-2-yl)isoxazol-5-yl)pyrrolidin-2-one